2-(2-(4-Methylpiperazin-1-yl)ethoxy)-N-(3-phenylprop-2-yn-1-yl)-1H-benzo[d]imidazole-1-carboxamide CN1CCN(CC1)CCOC1=NC2=C(N1C(=O)NCC#CC1=CC=CC=C1)C=CC=C2